tert-butyl (S)-(1-((4-(3-(methylamino)pyridin-4-yl)phenyl)amino)-1-oxo-3,3-diphenylpropan-2-yl)carbamate CNC=1C=NC=CC1C1=CC=C(C=C1)NC([C@H](C(C1=CC=CC=C1)C1=CC=CC=C1)NC(OC(C)(C)C)=O)=O